CC1(C2=CC(CC[C@H]2[C@@H](CCC1)C)=C)C (6R,7S)-2,2,6-Trimethyl-10-methylene-bicyclo[5.4.0]-undec-1(11)-ene